FC=1C=C(C=CC1)[C@H]1CC[C@H](CC1)OC[C@@H]1N(CCC[C@@H]1C1=NNC=C1C)C(=O)OC methyl (CIS)-2-((((CIS)-4-(3-fluorophenyl)cyclohexyl) oxy)methyl)-3-(4-methyl-1H-pyrazol-3-yl)piperidine-1-carboxylate